(1R,3S,5R)-2-(2-(3-acetyl-7-methyl-5-(2-methylpyrimidin-5-yl)-1H-indazol-1-yl)acetyl)-5-methyl-N-nonyl-2-azabicyclo[3.1.0]hexane-3-carboxamide C(C)(=O)C1=NN(C2=C(C=C(C=C12)C=1C=NC(=NC1)C)C)CC(=O)N1[C@@H]2C[C@@]2(C[C@H]1C(=O)NCCCCCCCCC)C